3-(7-fluoro-5-((4-(6-(6-((R)-2-(3-fluorophenyl)pyrrolidin-1-yl)imidazo[1,2-b]pyridazin-3-yl)pyridin-2-yl)piperazin-1-yl)methyl)-1-oxoisoindoline-2-yl)piperidine-2,6-dione FC=1C=C(C=C2CN(C(C12)=O)C1C(NC(CC1)=O)=O)CN1CCN(CC1)C1=NC(=CC=C1)C1=CN=C2N1N=C(C=C2)N2[C@H](CCC2)C2=CC(=CC=C2)F